FC1=CC=C(C=C1)C1(CC2(CN(C2)C(=O)C=2C=C3CN(C(C3=CC2)=O)C2C(NC(CC2)=O)=O)C1)OC 3-(5-(6-(4-fluorophenyl)-6-methoxy-2-azaspiro[3.3]heptane-2-carbonyl)-1-oxoisoindolin-2-yl)piperidine-2,6-dione